OB1OCCOC2=C1C=C(C(=C2)C2=NNC=C2)C2=CC=C1C(=CN=NC1=C2)N 7-[1-hydroxy-7-(1H-pyrazol-3-yl)-3,4-dihydro-2,5,1-benzodioxaborepin-8-yl]cinnolin-4-amine